CN1C(NC(C=2N(C(=NC12)SC(C(=O)OCC)CC)CCCCC)=O)=O ethyl 2-[(3-methyl-2,6-dioxo-7-pentyl-2,3,6,7-tetrahydro-1H-purin-8-yl)thio]but-anoate